The molecule is an oligosaccharide phosphate consisting of D-myo-inositol having a 6-O-(2-aminoethylphosphono)-alpha-D-mannosyl-(1->2)-alpha-D-mannosyl-(1->6)-alpha-D-mannosyl-(1->4)-alpha-D-glucosaminyl residue attached at the 6-position. It is a glycoside, a tetrasaccharide derivative, a myo-inositol and an oligosaccharide phosphate. C(COP(=O)(O)OC[C@@H]1[C@H]([C@@H]([C@@H]([C@H](O1)O[C@H]2[C@H]([C@@H]([C@H](O[C@@H]2OC[C@@H]3[C@H]([C@@H]([C@@H]([C@H](O3)O[C@@H]4[C@H](O[C@@H]([C@@H]([C@H]4O)N)OC5[C@@H]([C@@H](C([C@H]([C@@H]5O)O)O)O)O)CO)O)O)O)CO)O)O)O)O)O)N